2,3,3,3-tetrafluoropropylene FC(=C)C(F)(F)F